4-(2-aminoethyl)thiazol-2-amine dihydrochloride Cl.Cl.NCCC=1N=C(SC1)N